CC(CN(C(OC(C)(C)C1=CC=C(C=C1)C1=CC=CC=C1)=O)C)(CNC)C 2-(biphenyl-4-yl)propan-2-yl [2,2-dimethyl-3-(methylamino)propyl]methylcarbamate